BrC1=CC=CC=2C=3N(C(=NC12)NC=1C(N=CC=CC1)=O)N=C(N3)C3=C(C=C(C=C3)OC)OC(F)(F)F (3R)-3-({7-bromo-2-[4-methoxy-2-(trifluoromethoxy)phenyl][1,2,4]triazolo[1,5-c]quinazolin-5-yl}amino)azepin-2-one